FC=1C=CC2=C(CC3(CCN(CC3)C3=C(C(N(C4=CC=C(N=C34)C)C)=O)C#N)O2)C1 4-(5-fluorospiro[3H-benzofuran-2,4'-piperidine]-1'-yl)-1,6-dimethyl-2-oxo-1,5-naphthyridine-3-carbonitrile